Azaethylketone N(C)C(=O)NC